tert-butyl 4-(2,3,4,5-tetrafluoro-6-(methylthio)benzamido)-7H-pyrrolo[2,3-d]pyrimidine-7-carboxylate FC1=C(C(=O)NC=2C3=C(N=CN2)N(C=C3)C(=O)OC(C)(C)C)C(=C(C(=C1F)F)F)SC